N-(5,7-Dimethyl-3-(6-(pyridin-3-yl)benzo[d]thiazol-2-yl)-4,5,6,7-tetrahydrothieno[2,3-c]pyridin-2-yl)-3-((2-methoxyethyl)amino)propanamide CC1CC2=C(C(N1)C)SC(=C2C=2SC1=C(N2)C=CC(=C1)C=1C=NC=CC1)NC(CCNCCOC)=O